C(N)(=O)[C@H]1N(C[C@@]2(C(NC3(CC3)CC2)=O)C1)C([C@H](CC(C)C)N(C(OC(C)(C)C)=O)C)=O tertbutyl ((S)-1-((6s,9S)-9-carbamoyl-5-oxo-4,8-diazadispiro[2.2.46.23]dodecan-8-yl)-4-methyl-1-oxopentan-2-yl)(methyl)carbamate